COC1=C(C=CC(=C1)OC)[C@](C=1NC2=CC=CC=C2C1C1=CC=CC=C1)(C=1NC=CC1)C1=CC=CC=C1 (S)-2-((2,4-Dimethoxyphenyl)(phenyl)(1H-pyrrol-2-yl)methyl)-3-phenyl-1H-indole